Cl.N1C(C=CC1=O)=O 1H-pyrrole-2,5-dione hydrochloride